2-((2S,4R)-4-amino-1-(6-chloroimidazo[1,2-a]pyridine-2-carbonyl)pyrrolidin-2-yl)-N-(4-carbamimidoylphenethyl)thiazole-4-carboxamide N[C@@H]1C[C@H](N(C1)C(=O)C=1N=C2N(C=C(C=C2)Cl)C1)C=1SC=C(N1)C(=O)NCCC1=CC=C(C=C1)C(N)=N